6-cyclopropyl-1-(2-isopropyl-4-methylpyridin-3-yl)-7-(2-methoxyphenyl)-4-(piperazin-1-yl)pyrido[2,3-d]pyrimidin-2(1H)-one C1(CC1)C1=CC2=C(N(C(N=C2N2CCNCC2)=O)C=2C(=NC=CC2C)C(C)C)N=C1C1=C(C=CC=C1)OC